FC1=C(OC2=C(C=NN2C2CCOCC2)C(=O)N[C@@H]2C(NC3=C(C(=N2)C2=CC=CC=C2)C=CC=C3)=O)C=CC(=C1)C 5-(2-Fluoro-4-methylphenoxy)-1-(oxan-4-yl)-N-[(3S)-2-oxo-5-phenyl-1,3-dihydro-1,4-benzodiazepin-3-yl]pyrazole-4-carboxamide